NC=1C=CC(=C(C(=O)OC)C1)NC(C(=O)NCC1=CC=C(C=C1)Cl)=O methyl 5-amino-2-(2-((4-chlorobenzyl)amino)-2-oxoacetamido)benzoate